6,6'-(OCTYLAZANEDIYL)BIS(N,N-DIOCTYLHEXANAMIDE) C(CCCCCCC)N(CCCCCC(=O)N(CCCCCCCC)CCCCCCCC)CCCCCC(=O)N(CCCCCCCC)CCCCCCCC